1-(5-{[(5-Chlorothiophen-2-yl)methyl]amino}-3-(3-methylpiperidin-3-yl)-1H-pyrazol-1-yl)-3-hydroxy-2,2-dimethylpropan-1-on ClC1=CC=C(S1)CNC1=CC(=NN1C(C(CO)(C)C)=O)C1(CNCCC1)C